OCCN(C(CCCC)=O)CCC N-(2-hydroxyethyl)-N-propylpentanamide